NC=1C2=C(N=CN1)N(C(=C2C2=CC=C(C=C2)OC2=NC=CC=N2)C2=CCC1(CC(C1)NC(C=C)=O)CC2)C N-(7-(4-amino-7-methyl-5-(4-(pyrimidin-2-yloxy)phenyl)-7H-pyrrolo[2,3-d]pyrimidin-6-yl)spiro[3.5]non-6-en-2-yl)acrylamide